4-[2-[(3-Fluorooxetan-3-yl)methyl]-2,8-diazaspiro[4.5]decan-8-yl]-5-methoxy-2-(4-pyridyl)pyrido[3,4-d]pyrimidine FC1(COC1)CN1CC2(CC1)CCN(CC2)C=2C1=C(N=C(N2)C2=CC=NC=C2)C=NC=C1OC